C1(CCC1)OC=1C=2N(C=C(N1)C(=O)NC1=NC(=CC=C1)C(F)F)C=C(N2)[C@@]21CO[C@@](CC2)(C1)C 8-Cyclobutoxy-N-(6-(difluoromethyl)pyridin-2-yl)-2-((1S,4R)-1-methyl-2-oxabicyclo[2.2.1]hept-4-yl)imidazo[1,2-a]pyrazine-6-carboxamide